C(C)(C)(C)OC(=O)N1CCC(CC1)NC1=C2C(=CN=CC2=CC=C1)C 4-((4-Methylisoquinolin-5-yl)amino)piperidine-1-carboxylic acid tert-butyl ester